C(C)(C)(C)OC(=O)N1CC2(CC2)C(C(C1)CN1C(C2=CC=CC=C2C1=O)=O)(F)F 7-[(1,3-Dioxoisoindolin-2-yl)methyl]-8,8-difluoro-5-azaspiro[2.5]octane-5-carboxylic acid tert-butyl ester